CS(=O)CC(CCCCCCCCC)O 2-hydroxy-undecyl methyl sulfoxide